C(CCCCCC(C)C)(=O)OCCCCCCCC Octyl isononanoat